COCOC1=C(C=O)C=C(C=C1)C(F)(F)F methoxymethoxy-5-(trifluoromethyl)benzaldehyde